C1(CC1)C=1C=CC(=C2C(=CNC12)C(C(=O)O)C)[N+](=O)[O-] 7-cyclopropyl-4-nitro-1H-indol-3-yl-propanoic acid